FC=1C(=C(C=C(C1F)C(C)C)C(C(=O)O)N1C[C@@H](CC1)OCCCCCC1=NC=2NCCCC2C(=C1)OC)OC 2-(3,4-difluoro-5-isopropyl-2-methoxyphenyl)-2-((R)-3-((5-(4-methoxy-5,6,7,8-tetrahydro-1,8-naphthyridin-2-yl)pentyl)oxy)pyrrolidin-1-yl)acetic acid